CC1=CC=CC=C1 E-toluene